caproaldehyde-d12 C(C(C(C(C(C([2H])([2H])[2H])([2H])[2H])([2H])[2H])([2H])[2H])([2H])[2H])(=O)[2H]